N-(5-(2-(((1r,4r)-4-(dimethylamino)cyclohexyl)amino)-7H-pyrrolo[2,3-d]pyrimidin-6-yl)-2-fluorophenyl)-1-(4-fluorophenyl)methanesulfonamide CN(C1CCC(CC1)NC=1N=CC2=C(N1)NC(=C2)C=2C=CC(=C(C2)NS(=O)(=O)CC2=CC=C(C=C2)F)F)C